3-((2-oxo-4-(o-tolyl)-2H-chromen-7-yl)oxy)propanoic acid O=C1OC2=CC(=CC=C2C(=C1)C1=C(C=CC=C1)C)OCCC(=O)O